OC1CC2(C(OCC3=CC=CC=C23)=O)CCC1 3-hydroxyspiro[cyclohexane-1,4'-isochroman]-3'-one